COC1=C(CN2C(=NC=C2C)C2=CC=C(C=C2)C)C=CC=C1 1-(2-methoxybenzyl)-5-methyl-2-(p-tolyl)-1H-imidazole